3,5'-di(carbazol-9-yl)-[1,1'-biphenyl]-3,5-dicarbonitrile C1=CC=CC=2C3=CC=CC=C3N(C12)C1(CC(=CC(=C1)C#N)C1=CC=CC(=C1)N1C2=CC=CC=C2C=2C=CC=CC12)C#N